BrC1=C(C=C2C(=NC(=NC2=C1F)Cl)N1CC=2C(CCC1)=NN(C2)C(=O)N(C)C)Cl 5-(7-bromo-2,6-dichloro-8-fluoroquinazolin-4-yl)-N,N-dimethyl-5,6,7,8-tetrahydropyrazolo[4,3-c]azepine-2(4H)-carboxamide